FC(C(=O)O)(F)F.C1CC12CNC2 5-azaspiro[2.3]hexane trifluoroacetate